(R)-6-(2-azabicyclo[2.1.1]hex-4-yl)-4-((1-(3-(difluoromethyl)-2-fluorophenyl)ethyl)amino)-2-methyl-2,6-dihydropyrido[3,4-d]pyridazin-1,7-dione C12NCC(C1)(C2)N2C=C1C(=NN(C(C1=CC2=O)=O)C)N[C@H](C)C2=C(C(=CC=C2)C(F)F)F